N(=C=O)C(CCC(CCCCN=C=O)N=C=O)C 1,8-diisocyanato-4-isocyanato-methyloctane